FC(C(=O)O)(F)F.FC(C1=CC=C(C[C@@H]2N(CC=3N(C2)C=NC3)C3CCN(CC3)C=3NC(=NN3)N)C=C1)(F)F (S)-5-(4-(6-(4-(trifluoromethyl)benzyl)-5,6-dihydroimidazo[1,5-a]pyrazin-7(8H)-yl)piperidin-1-yl)-4H-1,2,4-triazol-3-amine 2,2,2-trifluoroacetate